FC=1C=C(C2=C(C=C(O2)C(=O)N)C1)N1CCN(CC1)CCC1=CC=C2C=CC(NC2=C1)=O 5-fluoro-7-(4-(2-(2-oxo-1,2-dihydroquinolin-7-yl)ethyl)piperazin-1-yl)benzofuran-2-carboxamide